ClC=1C=C(OC2(CCC3([C@H](CC4=CC=CC=C34)C[C@H](COCC3=CC=C(C=C3)OC)C)CC2)C(=O)OC)C=CC1 methyl (1r,2'S,4S)-4-(3-chlorophenoxy)-2'-{(2R)-3-[(4-methoxyphenyl)methoxy]-2-methylpropyl}-2',3'-dihydrospiro[cyclohexane-1,1'-indene]-4-carboxylate